NC=1N=C(SC1C(=O)C1=CC(=NO1)C(=O)NC1(CCC1)C)N(C1=CC=C(C=C1)F)C(C(=O)N)C 5-[4-amino-2-(N-(2-amino-1-methyl-2-oxo-ethyl)-4-fluoro-anilino)thiazole-5-carbonyl]-N-(1-methylcyclobutyl)isoxazole-3-carboxamide